N1=C(C=CC(=C1)C=O)C1=NC=C(C=C1)C=O bipyridyl-5,5'-diformaldehyde